C1(CCCCC1)N=C1NC(NC1)=O 4-(cyclohexylimino)-imidazolidin-2-one